FC1(CN(CCC1N1CCC(=CC1)B1OC(C(O1)(C)C)(C)C)C(=O)OC(C)(C)C)F tert-butyl 3,3-difluoro-4-[4-(4,4,5,5-tetramethyl-1,3,2-dioxaborolan-2-yl)-3,6-dihydro-2H-pyridin-1-yl]piperidine-1-carboxylate